BrC1=C(N=C(C=2N1N=CC2C(F)F)Cl)C 7-bromo-4-chloro-3-(difluoromethyl)-6-methyl-pyrazolo[1,5-a]pyrazine